BrC1=CC(=CC2=CC=CC=C12)OCOC 1-bromo-3-(methoxymethoxy)naphthalen